C(#N)C1CCOCC1 trans-4-cyanotetrahydro-2H-pyran